3-(3-(trifluoromethyl)phenyl)-5-methyl-pyrazol-4-ol FC(C=1C=C(C=CC1)C1=NNC(=C1O)C)(F)F